2-methoxy-3-(4'-aminophenyl)propionic acid COC(C(=O)O)CC1=CC=C(C=C1)N